(5aR,6S,6aS)-3-((6-fluoro-1-(2-(trifluoromethyl)phenyl)isochroman-7-yl)methoxy)-5,5a,6,6a-tetrahydrocyclopropa[4,5]cyclopenta[1,2-c]pyridine-6-carboxylic acid FC=1C=C2CCOC(C2=CC1COC1=CC2=C(C=N1)[C@H]1[C@@H](C2)[C@@H]1C(=O)O)C1=C(C=CC=C1)C(F)(F)F